C(C1=CC=CC=C1)OC(=O)N1CC(C1)CN1C(=NC2=C1C(=CC(=C2)C(=O)OC)F)C=2N(C1=CC=CC=C1C2)CC2CC2 methyl 1-((1-((benzyloxy) carbonyl) azetidin-3-yl) methyl)-2-(1-(cyclopropylmethyl)-1H-indol-2-yl)-7-fluoro-1H-benzo[d]imidazole-5-carboxylate